N-(4-deuterophenyl)morpholine diethyl-4-[([1-methylpyrazolo[4,3-d]pyrimidin-7-yl]amino)-methyl]phenylphosphonate C(C)C=1C(=C(C=CC1CNC=1C2=C(N=CN1)C=NN2C)P(O)(O)=O)CC.[2H]C2=CC=C(C=C2)N2CCOCC2